((2R,4S,5R)-4-amino-5-(2,2,2-trifluoroethoxy)tetrahydro-2H-pyran-2-yl)((S)-1-(4-fluorophenyl)-3,4-dihydroisoquinolin-2(1H)-yl)methanone N[C@H]1C[C@@H](OC[C@@H]1OCC(F)(F)F)C(=O)N1[C@H](C2=CC=CC=C2CC1)C1=CC=C(C=C1)F